4-((1R,5S)-3-Oxa-8-azabicyclo[3.2.1]octan-8-yl)-N-isopentyl-1H-benzo[d]imidazole-1-carboxamide [C@H]12COC[C@H](CC1)N2C2=CC=CC=1N(C=NC12)C(=O)NCCC(C)C